OC(CC1(C(=O)N)CC(C(=O)NCC(CO)O)=CC(=C1)N(C(C)=O)CC(CO)O)CO 1,N3-bis(2,3-dihydroxypropyl)-5-(N-(2,3-dihydroxypropyl)acetamido)isophthalamide